4-(Difluoromethoxy)-N-[4-(2,4-difluorophenyl)-1-(4-methoxyphenyl)-1H-imidazol-2-yl]benzamide FC(OC1=CC=C(C(=O)NC=2N(C=C(N2)C2=C(C=C(C=C2)F)F)C2=CC=C(C=C2)OC)C=C1)F